BrC=1C=CC(=C(C1)C(=O)N1C[C@@H](CC[C@H]1C)OC1=NC=CC(=C1)C#N)N1N=CC=N1 2-{[(3R,6R)-1-{[5-bromo-2-(2H-1,2,3-triazol-2-yl)phenyl]carbonyl}-6-methylpiperidin-3-yl]oxy}pyridine-4-carbonitrile